CC=1C(=NN2C1C(NC(=C2)C2=C(C(=C(C=C2)C)F)F)=O)C(=O)OCC ethyl 3-methyl-6-[2,3-difluoro-4-methylphenyl]-4-oxo-4,5-dihydropyrazolo[1,5-a]pyrazine-2-carboxylate